N-(1-(3-bromonaphthalen-1-yl)cyclopropyl)-2-methyl-5-(4-methylpiperazin-1-yl)benzamide BrC=1C=C(C2=CC=CC=C2C1)C1(CC1)NC(C1=C(C=CC(=C1)N1CCN(CC1)C)C)=O